(6-bromo-1-cyclopentyl-4-fluoro-1H-indol-2-yl)-3,3-dimethylbutyramide BrC1=CC(=C2C=C(N(C2=C1)C1CCCC1)C(C(=O)N)C(C)(C)C)F